N[C@H]1CS(C2=C(N(C1=O)CC1=CC=C(C=C1)OC(F)(F)F)C=C(C=C2)C=2OC(=NN2)C(C(F)(F)F)(OC)F)=O (3R)-3-amino-1-oxo-7-[5-(1,2,2,2-tetrafluoro-1-methoxy-ethyl)-1,3,4-oxadiazol-2-yl]-5-[[4-(trifluoromethoxy)phenyl]methyl]-2,3-dihydro-1λ4,5-benzothiazepin-4-one